OCCCCCCCCC1=C(C(=NO1)C1=CC=CC=C1)C1=CC=C(C=C1)S(=O)(=O)N 4-(5-(8-hydroxyoctyl)-3-phenylisoxazol-4-yl)benzenesulfonamide